4-methoxyisoxazole-3-carboxamide COC=1C(=NOC1)C(=O)N